1-((5-bromo-2-methylpyridin-3-yl)methyl)cyclopropan-1-ol BrC=1C=C(C(=NC1)C)CC1(CC1)O